COC1=NC(=NC(=C1CC(F)(F)F)OC)NS(=O)(=O)C1=CNC2=C1C=CC=1C=CNC21 N-(4,6-dimethoxy-5-(2,2,2-trifluoroethyl)pyrimidin-2-yl)-1,8-dihydropyrrolo[3,2-g]indole-3-sulfonamide